8-Methyl-2-[(3R)-tetrahydrofuran-3-ylmethyl]-4,5-dihydro-2H-furo[2,3-g]indazole-7-carboxylic acid ethyl ester C(C)OC(=O)C1=C(C2=C(CCC3=CN(N=C23)C[C@@H]2COCC2)O1)C